COCCOC=1C(=NC=C(C1)C#C[Si](C)(C)C)CNC(OC(C)(C)C)=O tert-butyl ((3-(2-methoxyethoxy)-5-((trimethylsilyl)ethynyl)pyridin-2-yl)methyl)carbamate